O1C=C(C=C1)C=1C=C(C=NS(=O)C(C)(C)C)C=CC1 N-(3-(furan-3-yl)benzylidene)-2-methylpropan-2-sulfinamide